BrC=1C=CC2=C(N(C(=N2)OC)C)C1 6-bromo-2-methoxy-1-methyl-1H-benzo[d]imidazole